N[C@@H](C)C1=NC(=NN1C1=NC=C(C#N)C=C1)C(F)(F)F 6-{5-[(1S)-1-aminoethyl]-3-(trifluoromethyl)-1H-1,2,4-triazol-1-yl}nicotinonitrile